CN1C(=NC(=C1)C)CC 1,4-dimethyl-2-ethylimidazole